C[Si](CCOCN1N=C(N=N1)CO)(C)C (2-((2-(trimethylsilyl)ethoxy)methyl)-2H-tetrazol-5-yl)methanol